2,2-dimethylolbutyrate potassium [K+].C(O)C(C(=O)[O-])(CC)CO